C(C)NC1(CC=C(C(=O)C2=CC=CC=C2)C=C1)NCC 4,4-diethylaminobenzophenone